C(C)OC(\C=C\C1OC2=CC=CC=C2CC1)=O (E)-3-chroman-2-yl-acrylic acid ethyl ester